[Eu+3].C(C)(=O)CC(C)=O.C(C)(=O)CC(C)=O.C(C)(=O)CC(C)=O tri[acetylacetone] europium (III)